C(C1=CC=CC=C1)(=O)OC1=CC(=CC=C1)NC(=O)NC(NC1=CC=CC=C1)=O 3-[(phenylcarbamoyl)ureido]phenyl benzoate